4-methyl-4-(cumyl-peroxy)-2-pentanone CC(CC(C)=O)(C)OOC(C)(C)C1=CC=CC=C1